tert-butyl 3-((tert-butyldiphenylsilyl)oxy)-5-(2H-1,2,3-triazol-4-yl)piperidine-1-carboxylate [Si](C1=CC=CC=C1)(C1=CC=CC=C1)(C(C)(C)C)OC1CN(CC(C1)C1=NNN=C1)C(=O)OC(C)(C)C